PIPERIDIN-4-YLBORONIC ACID HYDROCHLORIDE Cl.N1CCC(CC1)B(O)O